N[C@H](C(=O)O)CCC1=CC2=C(OC(O2)(F)F)C=C1 (2S)-2-amino-4-(2,2-difluoro-1,3-benzodioxol-5-yl)butanoic acid